NCC(=O)N1[C@H]2CN(C[C@@H]1CC2)C2=NC(=NC1=CC(=CC=C21)C2=CC(=CC1=CC=CC=C21)O)OCC21CCCN1CCC2 2-amino-1-((1R,5S)-3-(7-(3-hydroxynaphthalen-1-yl)-2-((tetrahydro-1H-pyrrolizin-7a(5H)-yl)methoxy)quinazolin-4-yl)-3,8-diazabicyclo[3.2.1]octan-8-yl)ethan-1-one